6-(1H-imidazol-1-yl)-N-(4-(pyrrolidin-1-ylmethyl)pyridin-2-yl)benzo[d]thiazol-2-amine N1(C=NC=C1)C1=CC2=C(N=C(S2)NC2=NC=CC(=C2)CN2CCCC2)C=C1